tert-butyl 5-bromo-1-methyl-3-oxo-1,3-dihydro-2H-pyrazolo[4,3-b]pyridine-2-carboxylate BrC1=CC=C2C(=N1)C(N(N2C)C(=O)OC(C)(C)C)=O